COC=1C=C(C=CC1OC)NC1=NC(=CC=C1)C1=CN=C2N1C=CC(=C2)C=2C=NN(C2)C N-(3,4-dimethoxyphenyl)-6-(7-(1-methyl-1H-pyrazol-4-yl)imidazo[1,2-a]pyridin-3-yl)pyridin-2-amine